5-methoxychromenone methyl-(E)-3-amino-4-((4-((2-amino-4-carbamoyl-6-((4-morpholinobut-2-yn-1-yl)oxy)phenyl)amino)but-2-en-1-yl)amino)-5-methoxybenzoate COC(C1=CC(=C(C(=C1)OC)NC\C=C\CNC1=C(C=C(C=C1OCC#CCN1CCOCC1)C(N)=O)N)N)=O.COC1=C2C=CC(OC2=CC=C1)=O